4-(3-Chloro-2-fluoro-6-methoxyphenyl)-N-(4-ethyl-5-oxo-4,5-dihydro-1,3,4-thiadiazol-2-yl)-6-methylnicotinamide ClC=1C(=C(C(=CC1)OC)C1=CC(=NC=C1C(=O)NC=1SC(N(N1)CC)=O)C)F